Ethyl-{[1-(2,4-dichlorophenyl)-5-(4-methylphenyl)-1H-pyrazol-3-yl]oxy} acetat C(C)(=O)OOC1=NN(C(=C1CC)C1=CC=C(C=C1)C)C1=C(C=C(C=C1)Cl)Cl